C(C)OC1=C(C=CC=C1)C=1N=NN(C1)C=1C=C2CN(C(C2=CC1)=O)N1C(CCCC1=O)=O 5-[4-(2-ethoxyphenyl)-1,2,3-triazol-1-yl]-1-oxo-3H-isoindol-2-ylpiperidine-2,6-dione